C(C)(C)(C)OC(=O)NCCCCOCC1C[C@H](N(C1)C(CNC(=O)C=1C=CC=2SC3=CC=CC=C3OC2C1)=O)C(=O)OCC1=CC=CC=C1 benzyl (2S)-4-((4-((tert-butoxycarbonyl)amino)butoxy)methyl)-1-((phenoxathiine-3-carbonyl)glycyl)pyrrolidine-2-carboxylate